diethyl-(fluoro)(vinyl)silane C(C)[Si](C=C)(F)CC